sodium ortho-cresolsulfonate C=1(C(=CC=CC1O)S(=O)(=O)[O-])C.[Na+]